C(CCCS(=O)(=O)[O-])S(=O)(=O)OC(C)C(=O)OC 1-methoxycarbonylethyl butanedisulfonate